((1-hydroxycyclobutyl)methyl)benzamide OC1(CCC1)CC1=C(C(=O)N)C=CC=C1